(R)-10-((5-chloro-2-((S)-4,4-difluoro-3-hydroxypiperidin-1-yl)pyrimidin-4-yl)amino)-2-cyclopropyl-7-methyl-1,2,3,4-tetrahydro-[1,4]oxazepino[2,3-c]quinolin ClC=1C(=NC(=NC1)N1C[C@@H](C(CC1)(F)F)O)NC1=CC=2C3=C(CN(C2C=C1)C)OCC[C@@H](N3)C3CC3